C(#N)C=1C(=NC(=C(C1CC)C#N)N(C)C)S[C@](C(=O)N)([2H])C1=CC=CC=C1 (R)-2-((3,5-dicyano-6-(dimethylamino)-4-ethylpyridin-2-yl)thio)-2-phenylacetamide-2-d